C(C=1C(C(=O)[O-])=CC=CC1)(=O)OCC(CCCC(=O)O)CC Mono(2-ethyl-5-carboxypentyl) phthalate